[5-(2-bromo-3-chloro-6-fluoro-phenyl)-1,3-dimethyl-6-oxo-pyridazin-4-yl] 2-methylpropanoate CC(C(=O)OC=1C(=NN(C(C1C1=C(C(=CC=C1F)Cl)Br)=O)C)C)C